7-(1H-imidazol-5-yl)-3-isopropyl-2-(thiophen-2-yl)imidazo[2,1-f][1,2,4]triazin-4(3H)-one N1C=NC=C1C1=CN=C2C(N(C(=NN21)C=2SC=CC2)C(C)C)=O